(S)-1-(6-methoxy-3-pyridinyl)-1-(3-pyridinyl)-1-ethanol COC1=CC=C(C=N1)[C@@](C)(O)C=1C=NC=CC1